3-ethyl-4-hydroxy-5-isopropyl-pyrazol C(C)C1=NNC(=C1O)C(C)C